[OH-].C(C)[N+]1([C@H](CCC[C@H]1C)C)CC N,N-diethyl-cis-2,6-dimethylpiperidinium hydroxide